methyl (2E)-2-[2-[[(Z)-[1-(2-bromophenyl)-2-methoxyethylidene]amino]oxymethyl]-3-chloro-phenyl]-2-methoxyimino-acetate BrC1=C(C=CC=C1)/C(/COC)=N/OCC1=C(C=CC=C1Cl)\C(\C(=O)OC)=N/OC